1-bromo-4-[(4-methoxyphenyl)methoxy]naphthalene BrC1=CC=C(C2=CC=CC=C12)OCC1=CC=C(C=C1)OC